BrC1=C(C=C(C=C1)C=1C(=NC(=NC1)NC=1C=NN(C1)C([2H])([2H])[2H])NC=1C=C(C=CC1F)NC(C=C)=O)F N-(3-((5-(4-bromo-3-fluorophenyl)-2-((1-(methyl-d3)-1H-pyrazol-4-yl)amino)pyrimidin-4-yl)amino)-4-fluorophenyl)acrylamide